aluminum 4,5-dicyano-2-(trifluoromethyl)imidazole 1-(2,2,2-trifluoroethyl)azepan-4-yl-((4-nitrophenoxy)(phenoxy)phosphoryl)-L-alaninate FC(CN1CCC(CCC1)N([C@@H](C)C(=O)[O-])P(=O)(OC1=CC=CC=C1)OC1=CC=C(C=C1)[N+](=O)[O-])(F)F.C(#N)C=1N=C(NC1C#N)C(F)(F)F.[Al+3].FC(CN1CCC(CCC1)N([C@@H](C)C(=O)[O-])P(=O)(OC1=CC=C(C=C1)[N+](=O)[O-])OC1=CC=CC=C1)(F)F.FC(CN1CCC(CCC1)N([C@@H](C)C(=O)[O-])P(=O)(OC1=CC=C(C=C1)[N+](=O)[O-])OC1=CC=CC=C1)(F)F